FC(C1=C(O[C@@H]2CNC3(CC3)C2)C=CC=C1)(F)F (S)-6-(2-trifluoromethyl-phenoxy)-4-azaspiro[2.4]heptane